plutonium dioxide thorium [Th+4].[O-2].[O-2].[Pu+4]